N-(2-(1-(cyclopropylsulfonyl)-1H-pyrazol-4-yl)pyrimidin-4-yl)-5-isopropyl-8-((2R,3S)-2-methyl-3-(methylamino)azetidin-1-yl)isoquinolin-3-amine C1(CC1)S(=O)(=O)N1N=CC(=C1)C1=NC=CC(=N1)NC=1N=CC2=C(C=CC(=C2C1)C(C)C)N1[C@@H]([C@H](C1)NC)C